N1(C=NC=C1)CC=1C(=NC(=NC1)Cl)Cl 5-((1H-imidazol-1-yl)methyl)-2,4-dichloropyrimidine